NC[C@H](CC1CC1)O (S)-1-amino-3-cyclopropylpropan-2-ol